C(=C)S(=O)(=O)[O-].[Na+] Sodium Vinyl-Sulphonate